(cis)-3-(5-bromo-1H-1,3-benzodiazol-1-yl)-1-methylcyclobutan-1-ol BrC1=CC2=C(N(C=N2)C2CC(C2)(O)C)C=C1